5-((S)-1-((R)-4-(4-bromo-2-fluorophenyl)-2-((tert-butoxycarbonyl)imino)-4-neopentyl-5-oxoimidazolidin-1-yl)-2-hydroxyethyl)-2-chlorobenzoic acid BrC1=CC(=C(C=C1)[C@]1(NC(N(C1=O)[C@H](CO)C=1C=CC(=C(C(=O)O)C1)Cl)=NC(=O)OC(C)(C)C)CC(C)(C)C)F